N-[4-fluoro-5-(2-morpholin-4-ylpyrimidin-5-yl)-2-[rac-(3R,5S)-3,4,5-trimethylpiperazin-1-yl]phenyl]-3-methoxybenzamide FC1=CC(=C(C=C1C=1C=NC(=NC1)N1CCOCC1)NC(C1=CC(=CC=C1)OC)=O)N1C[C@H](N([C@H](C1)C)C)C |r|